5-bromo-2-(5-fluoropyridin-2-yl)-1-methyl-1H-imidazo[4,5-b]pyrazine BrC=1N=C2C(=NC1)N(C(=N2)C2=NC=C(C=C2)F)C